(E)-1-(6-(2-ethoxyvinyl)-4-(trifluoromethyl)pyridin-2-yl)-N-(2-methoxy-5-methylphenyl)-N-methylpyrrolidine-2-carboxamide C(C)O/C=C/C1=CC(=CC(=N1)N1C(CCC1)C(=O)N(C)C1=C(C=CC(=C1)C)OC)C(F)(F)F